C(C)CC=1C(=CC=CC1)S(=O)(=O)O ethyl-(o-toluenesulfonic acid)